3,5-dimethylhept-5-en-1-yl acetate C(C)(=O)OCCC(CC(=CC)C)C